2-amino-5-(3-amino-7-(1H-pyrazol-4-yl)isoxazolo[4,5-c]pyridin-4-yl)-N-ethyl-4-fluorobenzamide NC1=C(C(=O)NCC)C=C(C(=C1)F)C1=NC=C(C2=C1C(=NO2)N)C=2C=NNC2